titanium-pentoxide [O-2].[O-2].[O-2].[O-2].[O-2].[Ti+4]